2-((R)-3-(1-(7-(((R)-1-(2,4-dichlorophenyl)ethyl)amino)-2-methyl-2H-pyrazolo[4,3-d]pyrimidin-5-yl)azetidin-3-yl)piperidin-1-yl)acetic acid ClC1=C(C=CC(=C1)Cl)[C@@H](C)NC=1C=2C(N=C(N1)N1CC(C1)[C@@H]1CN(CCC1)CC(=O)O)=CN(N2)C